C(C1=CC=CC=C1)OC1=CC=C(C=C1)C[C@@H](C(=O)OC)NC(=O)NC1CCN(CC1)C(CCC1=CC=CC=C1)=O Methyl (S)-3-(4-(benzyloxy)phenyl)-2-(3-(1-(3-phenylpropanoyl)piperidin-4-yl)ureido)-propanoate